2-chloro-3-(1-((3,3-difluorocyclopentyl)methyl)-1H-pyrazol-4-yl)-6-methylpyridine ClC1=NC(=CC=C1C=1C=NN(C1)CC1CC(CC1)(F)F)C